ClC1=C(CC(C=C1)(C)O)C.[NH4+] ammonium p-chloro-m-xylenol